C1(CCCC1)C1=NC=2C(=NC(=CC2)C(F)(F)F)N1C=1C=C2CCNC2=CC1 5-[2-Cyclopentyl-5-(trifluoromethyl)imidazo[4,5-b]pyridin-3-yl]indolin